6-(2,6-dichloro-4-nitrophenoxy)-2-(pyrimidin-2-yl)-3,4-dihydroisoquinoline ClC1=C(OC=2C=C3CCN(CC3=CC2)C2=NC=CC=N2)C(=CC(=C1)[N+](=O)[O-])Cl